[N-](S(=O)(=O)C(F)(F)F)S(=O)(=O)C(F)(F)F.CN1C=[N+](C=C1)CCCCCCCC 1-methyl-3-n-octyl-imidazolium bis(trifluoromethanesulfonyl)imide